CS(=O)(=O)S(=O)(=N)C1=CC=C(C=C1)C1=NN2C(=NC=3C=CC=CC3C2=N1)NC=1C(N=CC=CC1)=O (3R)-3-({2-[4-(S-methylsulfonyl-(sulfonimidoyl))phenyl][1,2,4]triazolo[1,5-c]quinazolin-5-yl}amino)azepin-2-one